C1(CC1)C[C@H]([C@@H](CC=C)OC)S(=O)(=O)N (2R,3R)-1-CYCLOPROPYL-3-METHOXYHEX-5-ENE-2-SULFONAMIDE